(S,S) or (S,R)-N-cyano-4-(2-hydroxypropan-2-yl)-N'-(((S)-3-methyl-1,2,3,5,6,7-hexahydro-dicyclopenta[b,e]pyridin-8-yl)carbamoyl)thiophene-2-sulfonimidamide C(#N)N[S@@](=O)(=NC(NC1=C2C(=NC3=C1CCC3)[C@H](CC2)C)=O)C=2SC=C(C2)C(C)(C)O